7-bromo-5-(2,2-dimethylpropylsulfonyl)-1H-benzimidazole BrC1=CC(=CC2=C1NC=N2)S(=O)(=O)CC(C)(C)C